C12CN(CC(CCC1)N2)C2=NC(=NC1=C(C(=C(C=C21)Cl)C2=C(C(=CC(=N2)N)C)C(F)(F)F)F)OC[C@@]21CCCN1C[C@@H](C2)F 6-(4-(3,9-diazabicyclo[3.3.1]nonan-3-yl)-6-chloro-8-fluoro-2-(((2R,7aR)-2-fluorotetrahydro-1H-pyrrolizin-7a(5H)-yl)methoxy)quinazolin-7-yl)-4-methyl-5-(trifluoromethyl)pyridin-2-amine